FC=1C=C2C(=CNC(C2=CC1F)=O)[C@H](C)N(C(=O)C=1C=C2C=C(C=CN2C1)F)C (S)-N-(1-(6,7-difluoro-1-oxo-1,2-dihydroisoquinolin-4-yl)ethyl)-7-fluoro-N-methylindolizine-2-carboxamide